ClC1=C(C=C(C=2N1C=NC2)C2OCC(CO2)(C)C)C(=O)[O-] 5-chloro-8-(5,5-dimethyl-1,3-dioxan-2-yl)imidazo[1,5-a]pyridine-6-carboxylate